N-((2R)-1,4-Dioxan-2-ylmethyl)-N-methyl-N'-[3-(1-methyl-1H-pyrazol-4-yl)-5-oxo-5H-benzo[4,5]cyclohepta[1,2-b]pyridin-7-yl]sulfamide CN1C=C(C=N1)C2=CC3=C(C=CC4=C(C3=O)C=C(C=C4)NS(=O)(=O)N(C)C[C@@H]5COCCO5)N=C2